4-[[2-[2-Fluoro-5-hydroxy-4-[2,2,2-trifluoro-1-(hydroxymethyl)ethyl]phenyl]acetyl]amino]-N-[1-(trifluoromethyl)cyclopropyl]pyridine-2-carboxamide FC1=C(C=C(C(=C1)C(C(F)(F)F)CO)O)CC(=O)NC1=CC(=NC=C1)C(=O)NC1(CC1)C(F)(F)F